O[C@@H](COC1=CC=C(C=C1)C1=CN(C=2N=CNC(C21)=O)C2=CC=CC=C2)[C@H](C)O 5-(4-((2S,3S)-2,3-dihydroxybutoxy)phenyl)-7-phenyl-3,7-dihydro-4H-pyrrolo[2,3-d]pyrimidin-4-one